1-{4-cyano-6-[(3-chlorophenyl)amino]pyrimidin-2-yl}-5-amino-1H-pyrazole-4-carboxylic acid C(#N)C1=NC(=NC(=C1)NC1=CC(=CC=C1)Cl)N1N=CC(=C1N)C(=O)O